OC1=CC=C(C=C1)C1(C=2C=CC=CC2C(C2=CC=CC=C12)=O)C1=CC=C(C=C1)O 10,10-bis(4-hydroxyphenyl)anthracen-9-on